2-(6-cyclopropylimidazo[1,2-a]pyridin-2-yl)-2-((trimethylsilyl)oxy)acetonitrile C1(CC1)C=1C=CC=2N(C1)C=C(N2)C(C#N)O[Si](C)(C)C